ClC=1C=C2C=C(NC2=CC1C1=NC=C(N=C1)OC)CNC(=O)C1C(C1)OC N-{[5-chloro-6-(5-methoxy-2-pyrazinyl)-2-indolyl]methyl}2-methoxycyclopropanecarboxamide